5-chloro-N-[2,4-difluoro-3-[8-fluoro-3-(1H-imidazol-2-yl)imidazo[1,5-a]pyridin-7-yl]phenyl]-2-methoxypyridine-3-sulfonamide ClC=1C=C(C(=NC1)OC)S(=O)(=O)NC1=C(C(=C(C=C1)F)C1=C(C=2N(C=C1)C(=NC2)C=2NC=CN2)F)F